Cl.Cl.OC1CC(NC1)C(=O)N 4-hydroxypyrrolidine-2-carboxamide dihydrochloride